BrCC=1C(=NC2=CC=CC=C2N1)N1CCN(CC1)C(=O)OC(C)(C)C tert-Butyl 4-[3-(bromomethyl) quinoxalin-2-yl]piperazine-1-carboxylate